1-((allyloxy)methyl)-2-bromo-3,5-difluorobenzene C(C=C)OCC1=C(C(=CC(=C1)F)F)Br